NC1=C(C=C(C(=C1)C(F)(F)F)F)C=O 2-amino-5-fluoro-4-(trifluoromethyl)benzene-1-carbaldehyde